N,N-dimethylbicyclo[3.1.0]hexan-2-amine CN(C1C2CC2CC1)C